OC1(CCN(CC1)C(=O)OC(C)(C)C)C=1C(=NC=C(C1)C)CO Tert-Butyl 4-hydroxy-4-(2-(hydroxymethyl)-5-methylpyridin-3-yl)piperidine-1-carboxylate